N1(N=CC=C1)C1=CC=C(CN(C2=CC(=CC=C2)COCCN2CCOCC2)CC2=CC(=CC=C2)OC)C=C1 N-(4-(1H-pyrazol-1-yl)benzyl)-N-(3-methoxybenzyl)-3-((2-morpholinoethoxy)methyl)aniline